C(C=C)OCC1=CC=C(C=C1)COCC=C 1,4-diallyloxymethylbenzene